[C@@H]1([C@H](O)[C@@H](O)[C@@H](O)[C@H](O1)CO)OC[C@H]([C@H]([C@@H]([C@@H](C=O)O)O)O)O 6-O-β-D-Galactopyranosyl-D-mannose